(R)-2-(3-(cyclohexylmethoxy)phenoxy)propan-1-amine C1(CCCCC1)COC=1C=C(O[C@@H](CN)C)C=CC1